The molecule is an alk-2-enoyl-CoA, a short-chain fatty acyl-CoA and a monounsaturated fatty acyl-CoA. It derives from a coenzyme A. It is a conjugate acid of a pent-2-enoyl-CoA(4-). CC/C=C/C(=O)SCCNC(=O)CCNC(=O)[C@@H](C(C)(C)COP(=O)(O)OP(=O)(O)OC[C@@H]1[C@H]([C@H]([C@@H](O1)N2C=NC3=C(N=CN=C32)N)O)OP(=O)(O)O)O